4-[2-hydroxy-3-(2,4,6-triethylphenylamino)propyl]-1,3-dihydroimidazole-2-thione OC(CC=1NC(NC1)=S)CNC1=C(C=C(C=C1CC)CC)CC